FC1(CC(C1)CN1CCOC2(C1)C=C(C(C(C2)(C)C)=O)C#N)F 4-((3,3-difluorocyclobutyl)methyl)-10,10-dimethyl-9-oxo-1-oxa-4-azaspiro[5.5]undec-7-ene-8-carbonitrile